2-bromo-1-(3-methylisoxazol-4-yl)ethan-1-one BrCC(=O)C=1C(=NOC1)C